2-(2,4-difluorophenyl)-2-(1-(4,5,6,7-tetrahydro-1H-pyrazolo[4,3-c]pyridine-5-carbonyl)piperidin-4-ylidene)acetonitrile FC1=C(C=CC(=C1)F)C(C#N)=C1CCN(CC1)C(=O)N1CC2=C(CC1)NN=C2